O1CCN(CC1)C1=CC(=NC=C1)NC=1SC2=NC(=CC=C2N1)C1=CC=NC=C1 N-(4-morpholinopyridin-2-yl)-5-(pyridin-4-yl)-thiazolo[5,4-b]pyridin-2-amine